COC(=O)C1=CC=C(C=C1)[C@@H]1C=C(CCN1C(=O)O)C1=NC=NC=C1 (S)-6-(4-(methoxycarbonyl)phenyl)-4-(pyrimidin-4-yl)-3,6-dihydropyridine-1(2H)-carboxylic acid